O[C@H](C)C1=NC(=C2C=C(N=CC2=C1)NC(=O)[C@H]1CNCCC1)NC(C)C (R)-3-((7-((R)-1-hydroxyethyl)-5-(isopropylamino)-2,6-naphthyridin-3-yl)carbamoyl)piperidine